diethyl-N-methyl-thiourea C(C)N(C(NC)=S)CC